CNC(=O)C1=C(C=CC=C1)CN1CC2(CN(C2)C(=O)OC(C)(C)C)C1 tert-butyl 6-[[2-(methylcarbamoyl) phenyl] methyl]-2,6-diazaspiro[3.3]heptane-2-carboxylate